5-fluoro-2-(4-methylpiperazine-1-yl)aniline FC=1C=CC(=C(N)C1)N1CCN(CC1)C